NC1=C2N=CN(C2=NC=N1)CC(=O)N1[C@@H]2C[C@@]2(C[C@H]1C(=O)NCC1=C(C(=CC=C1)Cl)F)C (1R,3S,5R)-2-(2-(6-amino-9H-purin-9-yl)acetyl)-N-(3-chloro-2-fluorobenzyl)-5-methyl-2-azabicyclo[3.1.0]hexane-3-carboxamide